4-tertiary butyl-benzoic acid C(C)(C)(C)C1=CC=C(C(=O)O)C=C1